allyl-4-hydroxyphenylsulfone C(C=C)C1=C(C=CC(=C1)O)S(=O)(=O)C1=C(C=C(C=C1)O)CC=C